NC1=NC(=CC(=N1)N1CCC2(C[C@H](NC2)C(=O)O)CC1)O[C@@H](C(F)(F)F)C1=C(C=C(C=C1)Cl)C1=CC(=CC(=C1)F)F (S)-8-(2-amino-6-((R)-1-(5-chloro-3',5'-difluoro-[1,1'-biphenyl]-2-yl)-2,2,2-trifluoroethoxy)pyrimidin-4-yl)-2,8-diazaspiro[4.5]decane-3-carboxylic acid